tert-butyl (2S,4R)-4-(acetyloxy)-2-(dimethylcarbamothioyl)pyrrolidine-1-carboxylate C(C)(=O)O[C@@H]1C[C@H](N(C1)C(=O)OC(C)(C)C)C(N(C)C)=S